(2R,3R,4S,5R)-4-(benzyloxy)-5-[(benzyloxy)methyl]-2-(5-fluoro-2,4-dioxo-3H-pyrimidin-1-yl)-5-[2-(triethylsilyl)ethynyl]oxolan-3-yl acetate C(C)(=O)O[C@H]1[C@@H](O[C@]([C@H]1OCC1=CC=CC=C1)(C#C[Si](CC)(CC)CC)COCC1=CC=CC=C1)N1C(NC(C(=C1)F)=O)=O